N-vinyl-N-ethyl-formamide C(=C)N(C=O)CC